(1R,2R)-2-((7-chloro-1-methyl-1H-pyrazolo[3,4-d]pyridazin-4-yl)amino)cyclohexan-1-ol ClC=1N=NC(=C2C1N(N=C2)C)N[C@H]2[C@@H](CCCC2)O